FC=1C=C(C=CC1C)C1(C(NC(N1)=O)=O)COC 5-(3-fluoro-4-methylphenyl)-5-methoxymethyl-imidazolidine-2,4-dione